1-[1-(cyanomethyl)-4-[4-(triazol-2-yl)anilino]cyclohexyl]-3-(cyclopropanecarbonylamino)pyrazole-4-carboxamide C(#N)CC1(CCC(CC1)NC1=CC=C(C=C1)N1N=CC=N1)N1N=C(C(=C1)C(=O)N)NC(=O)C1CC1